C(C)(C)(C)OC(=O)C1(CC1)N1C(=CC2=CC(=CC=C12)C1CCOCC1)C(=O)OCC ethyl 1-(1-(tert-butoxycarbonyl) cyclopropyl)-5-(tetrahydro-2H-pyran-4-yl)-1H-indole-2-carboxylate